dithiobisethanesulfonate C(CSSCCS(=O)(=O)[O-])S(=O)(=O)[O-]